(S)-1-(3-fluoro-5-methylpyridin-2-yl)-3-(oxetan-3-yl)-4-(4-(trifluoromethyl)benzyl)piperazine-2,5-dione FC=1C(=NC=C(C1)C)N1C([C@@H](N(C(C1)=O)CC1=CC=C(C=C1)C(F)(F)F)C1COC1)=O